CC1([C@@H](N(C1)C(C=C)=O)COC=1C=NC=CC1C1=C(C=2C(NCCC2N1)=O)NC1=C(C(=CC=C1)F)OC)C 2-(3-{[(2R)-3,3-dimethyl-1-(prop-2-enoyl)azetidin-2-yl]methoxy}pyridin-4-yl)-3-[(3-fluoro-2-methoxyphenyl)amino]-1H,5H,6H,7H-pyrrolo[3,2-c]pyridin-4-one